FC(C1=CC2=C(SC(=C2)C(N[C@H]2CCCCC[C@@H]3N(C2=O)[C@@H](CC3)C(=O)N3CC(C3)C(=O)N3CCOCC3)=O)C=C1)(F)P(O)(O)=O (difluoro(2-(((3S,6S,11aS)-3-(3-(morpholine-4-carbonyl)azetidine-1-carbonyl)-5-oxodecahydro-1H-pyrrolo[1,2-a]azonin-6-yl)carbamoyl)benzo[b]thiophen-5-yl)methyl)phosphonic acid